N1=CC(=CC=C1)C(=O)N 3-pyridinecarboamide